COC1=CC=C(C=C1)C1=NC=CC=C1 2-(4-methoxyphenyl)pyridine